N-[3-[[2-cyano-4-methyl-5-[[2-[6-(2,2,2-trifluoroethyl)quinazolin-4-yl]-2,7-diazaspiro[3.5]nonan-7-yl]methyl]indol-1-yl]methyl]-1-bicyclo[1.1.1]pentanyl]methanesulfonamide C(#N)C=1N(C2=CC=C(C(=C2C1)C)CN1CCC2(CN(C2)C2=NC=NC3=CC=C(C=C23)CC(F)(F)F)CC1)CC12CC(C1)(C2)NS(=O)(=O)C